trisodium 3-carboxy-5-hydroxy-(p-benzenesulfonic acid) C(=O)(O)C=1C=CC=C(C1S(=O)(=O)O)O.[Na].[Na].[Na]